2-(6-{5-chloro-2-[(oxan-4-yl)amino]pyrimidin-4-yl}-1-oxo-2,3-dihydro-1H-isoindol-2-yl)-N-[(4-propoxyphenyl)methyl]acetamide ClC=1C(=NC(=NC1)NC1CCOCC1)C1=CC=C2CN(C(C2=C1)=O)CC(=O)NCC1=CC=C(C=C1)OCCC